FC1=C(C=CC=C1)C1=CC=C(C=C1)CCC1=NOC(=N1)C=1C=NC=CC1 3-(2-(2'-fluoro-[1,1'-biphenyl]-4-yl)ethyl)-5-(pyridin-3-yl)-1,2,4-oxadiazole